(8R,9aS)-rel-8-(2,3-dichloro-6-hydroxy-4-methylphenyl)-3-((3R)-hydroxymethyl)-hexahydro-2H-pyrido[1,2-a]pyrazine-1,4-dione ClC1=C(C(=CC(=C1Cl)C)O)[C@H]1C[C@@H]2N(C([C@H](NC2=O)CO)=O)CC1 |o1:15|